CC(C)CC(C)(C#N)N=NC(C)(CC(C)C)C#N 2,2-azobis(2,4-dimethylvaleronitrile)